ethyl 7-[(2-amino-3-chloropyridin-4-yl)sulfanyl]-4-[(3S,4S)-4-{[(tert-butoxy) carbonyl]amino}-3-methyl-2-oxa-8-azaspiro[4.5]decan-8-yl]-6-methylpyrazolo[1,5-a]pyrazine-2-carboxylate NC1=NC=CC(=C1Cl)SC1=C(N=C(C=2N1N=C(C2)C(=O)OCC)N2CCC1([C@@H]([C@@H](OC1)C)NC(=O)OC(C)(C)C)CC2)C